oxane-3,4,5-triol O1CC(C(C(C1)O)O)O